9-(2-naphthyl)-9'-phenyl-3,3'-bi-9H-carbazole C1=C(C=CC2=CC=CC=C12)N1C2=CC=CC=C2C=2C=C(C=CC12)C=1C=CC=2N(C3=CC=CC=C3C2C1)C1=CC=CC=C1